(Z)-4-(perfluoroprop-1-en-1-yl)-1,1'-biphenyl F\C(=C(\C(F)(F)F)/F)\C1=CC=C(C=C1)C1=CC=CC=C1